C(CCCCC(=O)O)(=O)O.C(CCCCC(=O)O)(=O)O adipic acid (hexanedioate)